O[C@@]1([C@@H](CC[C@H](C1)C)C(C)C)C(=O)NCCC1=CC(=CC=C1)O (1S,2S,5R)-1-hydroxy-N-(3-hydroxyphenylethyl)-2-isopropyl-5-methylcyclohexane-1-carboxamide